m-(bromomethyl)(trifluoromethyl)benzene BrCC=1C=C(C=CC1)C(F)(F)F